hydroxy-quaterphenyl OC1=C(C=CC=C1)C=1C(=CC=CC1)C=1C(=CC=CC1)C1=CC=CC=C1